4-[(1S,4S,5R)-5-{[5-cyclopropyl-3-(2,6-dichlorophenyl)-1,2-oxazol-4-yl]methoxy}-2-azabicyclo[2.2.1]heptan-2-yl]-2,5-difluorobenzoic acid C1(CC1)C1=C(C(=NO1)C1=C(C=CC=C1Cl)Cl)CO[C@H]1[C@@H]2CN([C@H](C1)C2)C2=CC(=C(C(=O)O)C=C2F)F